BrC1=CC=CC2=C1OCCCN2 9-bromo-2,3,4,5-tetrahydrobenzo[b][1,4]oxazepine